C(=N)=S The molecule is a hydracid and a one-carbon compound. It is a conjugate acid of a thiocyanate. It is a tautomer of a thiocyanic acid.